ethyl 4-amino-1H-imidazole-2-carboxylate NC=1N=C(NC1)C(=O)OCC